8-[6-(3-fluoro-3-methylazetidin-1-yl)pyridin-3-yl]-6-oxo-2H,3H,4H,6H-pyrimido[2,1-b][1,3]thiazine-7-carbonitrile FC1(CN(C1)C1=CC=C(C=N1)C=1N=C2SCCCN2C(C1C#N)=O)C